Cl.COC1=C(N)C=CC(=C1)N1CCN(CC1)N1CCN(CC1)C 2-methoxy-4-[4-(4-methyl-1-piperazinyl)-1-piperazinyl]-aniline hydrochloride